ON1C(CC(CC1(C)C)OC(CCCC)=O)(C)C pentanoic acid 1-hydroxy-2,2,6,6-tetramethylpiperidin-4-yl ester